(S)-1-(methylsulfonyl)-N-(4-(methylsulfanyl)-1-oxo-1-((4-phenylthiazol-2-yl)amino)butan-2-yl)-1H-pyrrole-3-carboxamide CS(=O)(=O)N1C=C(C=C1)C(=O)N[C@H](C(NC=1SC=C(N1)C1=CC=CC=C1)=O)CCSC